C(C)(C)(C)OC(=O)N1CC(C1)NC1=NC(=NC2=C(C(=C(C=C12)C1=COC=C1)Br)F)Cl 3-[[7-bromo-2-chloro-8-fluoro-6-(3-furyl)quinazolin-4-yl]amino]azetidine-1-carboxylic acid tert-butyl ester